Methyl (S)-7-((3,6-dimethyl-2-(m-tolyl)isonicotinoyl)glycyl)-1,4-dioxa-7-azaspiro[4.4]nonane-8-carboxylate CC1=C(C(=O)NCC(=O)N2CC3(OCCO3)C[C@H]2C(=O)OC)C=C(N=C1C=1C=C(C=CC1)C)C